OC1=C(C(=O)NC=2C=C(C(=O)O)C=C(C2)NC(C2=C(C=C(C(=C2)O)S(=O)(=O)O)O)=O)C=C(C(=C1)S(=O)(=O)O)O 3,5-bis(2,5-dihydroxy-4-sulfobenzamido)benzoic acid